(R)-2-(5-(cyclopropylmethyl)-2-methoxyphenyl)-2-((3S,4R)-3-fluoro-4-((5-(5,6,7,8-tetrahydro-1,8-naphthyridin-2-yl)pentyl)oxy)pyrrolidin-1-yl)acetic acid C1(CC1)CC=1C=CC(=C(C1)[C@H](C(=O)O)N1C[C@@H]([C@@H](C1)OCCCCCC1=NC=2NCCCC2C=C1)F)OC